2-(4-methyl-6-((1-methylpiperidin-3-yl)oxy)pyridazin-3-yl)-5-(trifluoromethyl)phenol CC1=C(N=NC(=C1)OC1CN(CCC1)C)C1=C(C=C(C=C1)C(F)(F)F)O